8-amino-1-naphthoic acid NC=1C=CC=C2C=CC=C(C12)C(=O)O